chloro-2-((cis-3-(((S)-7-isopropyl-4,8-dimethyl-6-oxo-5,6,7,8-tetrahydropteridin-2-yl)amino)cyclobutyl)methyl)-2H-1,2,3-triazole-4-carbonitrile ClC=1C(=NN(N1)C[C@@H]1C[C@@H](C1)NC1=NC=2N([C@H](C(NC2C(=N1)C)=O)C(C)C)C)C#N